4-(2-(((R)-((S)-7-(1H-pyrrol-2-yl)-2,3-dihydro-1H-pyrido[2,3-b][1,4]oxazin-3-yl)(phenyl)methyl)amino)ethyl)benzonitrile N1C(=CC=C1)C1=CC2=C(O[C@@H](CN2)[C@@H](C2=CC=CC=C2)NCCC2=CC=C(C#N)C=C2)N=C1